1-(6-Ethyl-2,10-dimethylimidazo[1,5-h][1,7]naphthyridin-4-yl)ethan-1-one C(C)C1=CC=2C(=CC(=NC2C=2N1C=NC2C)C)C(C)=O